tert-butyl N-{3-[(tert-butoxycarbonyl)amino]propyl}-N-[4-({3-[(tert-butoxycarbonyl)amino]propyl}amino)butyl]carbamate C(C)(C)(C)OC(=O)NCCCN(C(OC(C)(C)C)=O)CCCCNCCCNC(=O)OC(C)(C)C